2-(1-methylpyrrolidin-2-yl)-N-(1-phenylethyl)acetamide CN1C(CCC1)CC(=O)NC(C)C1=CC=CC=C1